Stearoyl-(stearic acid) C(CCCCCCCCCCCCCCCCC)(=O)C(C(=O)O)CCCCCCCCCCCCCCCC